C1CC12N(CCOC2)C(=O)[O-] 7-oxa-4-azaspiro[2.5]octane-4-carboxylate